isooctyl-2,4-diphenyl-4-methyl-1-pentene C(CCCCC(C)C)C=C(CC(C)(C)C1=CC=CC=C1)C1=CC=CC=C1